C(CCCC(=O)[O-])(=O)OCO Hydroxymethyl glutarate